2-(NAPHTHALEN-1-YL)ACETALDEHYDE C1(=CC=CC2=CC=CC=C12)CC=O